3-(5-(3-Cyano-6-hydroxypyrazolo[1,5-a]pyridin-4-yl)pyridin-2-yl)-3,6-diazabicyclo[3.1.1]heptane-6-carboxylic acid tert-butyl ester C(C)(C)(C)OC(=O)N1C2CN(CC1C2)C2=NC=C(C=C2)C=2C=1N(C=C(C2)O)N=CC1C#N